2-(2,6-dimethylphenyl)-isoindoline-1-imine CC1=C(C(=CC=C1)C)N1C(C2=CC=CC=C2C1)=N